BrC1=CC2=C(N=C(O2)Cl)C(=C1)F 6-bromo-2-chloro-4-fluoro-1,3-benzoxazole